NC1=CC=C(C=N1)C1=CC(=CC=2CNS(OC21)(=O)=O)F 8-(6-Aminopyridin-3-yl)-6-fluoro-3,4-dihydrobenzo[e][1,2,3]oxathiazine 2,2-Di-oxide